FC1=C(C#N)C=C(C=C1)OC1=C(C2=C(N(C=N2)C2OCCCC2)C=C1F)C=O 2-fluoro-5-((6-fluoro-4-formyl-1-(tetrahydro-2H-pyran-2-yl)-1H-benzo[d]imidazol-5-yl)oxy)benzonitrile